CN(C1CCC(CC1)NC1=NC=C2N=C(N(C2=N1)CC)C=1C=CC(=C(C1)NS(=O)(=O)CC1=CC=C(C=C1)F)F)C N-(5-(2-(((1r,4r)-4-(dimethylamino)cyclohexyl)amino)-9-ethyl-9H-purin-8-yl)-2-fluorophenyl)-1-(4-fluorophenyl)methanesulfonamide